ClC=1C=C2C(=NC(=NC2=C(C1C1=CC=CC2=CC=CC(=C12)C)F)OCCN1CCCCC1)N1C[C@@H](N(CC1)C(C=C)=O)CC#N 1-[2-({6-chloro-4-[(3S)-3-(cyanomethyl)-4-(prop-2-enoyl)piperazin-1-yl]-8-fluoro-7-(8-methylnaphthalen-1-yl)quinazolin-2-yl}oxy)ethyl]piperidin